1-(4-(3-bromobenzyl)piperazin-1-yl)-3-(3,5-dimethyl-1-(3-methyl-[1,2,4]triazolo[4,3-b]pyridazin-6-yl)-1H-pyrazol-4-yl)propan-1-one BrC=1C=C(CN2CCN(CC2)C(CCC=2C(=NN(C2C)C=2C=CC=3N(N2)C(=NN3)C)C)=O)C=CC1